C1(C#C1)C1=CC(=CC=2N(C=NC21)CC2OCC2)C(=O)O 4-(cyclopropynyl)-1-(oxetan-2-ylmethyl)-1H-benzo[d]imidazole-6-carboxylic acid